CC(CCC(C)NC1=CC=C(C=C1)NC1=NC(=NC(=N1)NC1=CC=C(C=C1)NC(C)CCC(C)C)NC1=CC=C(C=C1)NC(C)CCC(C)C)C 2-N,4-N,6-N-tris[4-(5-methylhex-2-ylamino)phenyl]-1,3,5-triazin-2,4,6-triamine